ClN1N=CC(=C1)C(=O)[O-] chloro-1H-pyrazole-4-carboxylate